CC(C#CC1=CC2=C(OC[C@@H](C(N2C)=O)NC(C2=NC=CC(=C2)CC2=NC(=CC=C2)F)=O)C=C1)(C)C (S)-N-(7-(3,3-dimethylbut-1-yn-1-yl)-5-methyl-4-oxo-2,3,4,5-tetrahydrobenzo[b][1,4]oxazepin-3-yl)-4-((6-fluoropyridin-2-yl)methyl)picolinamide